N'-(2-(4-isobutylphenyl)propionyl)-6-methyl-4-(4-methylpiperazin-1-yl)-2-(5-chloro-2-methylphenylamino)furo[2,3-d]pyrimidine-5-carbohydrazide C(C(C)C)C1=CC=C(C=C1)C(C(=O)NNC(=O)C1=C(OC=2N=C(N=C(C21)N2CCN(CC2)C)NC2=C(C=CC(=C2)Cl)C)C)C